FC(C1=NC(=NC(=N1)C(F)F)N1[C@H](C=2NC3=CC=C(C=C3C2CC1)Cl)C[C@H]1COCCC1)F (1S)-2-[4,6-bis(difluoromethyl)-1,3,5-triazin-2-yl]-6-chloro-1-{[(3S)-oxan-3-yl]methyl}-2,3,4,9-tetrahydro-1H-pyrido[3,4-b]indole